C(C)(C)(C)OC(=O)N1C=C(C2=CC=CC=C12)CS(=O)C1=C(OC=C1)C 3-(((2-methylfuran-3-yl)sulfinyl)methyl)-1H-indole-1-carboxylic acid tert-butyl ester